C(C)OC(\N=C\1/SC=CN1C1=C(C=C(C=C1)CO[Si](C)(C)C(C)(C)C)Cl)=O.C(C)C1=CC2=C(C3=CC=CC=C3C=C2C=C1)OC(=O)C1C(CC(=CC1)C)C(=O)O 2-ethyl-9-[2-carboxy(4-methyl-4-cyclohexenyl)]carbonyloxyanthracene Ethyl-(Z)-(3-(4-(((tert-butyldimethylsilyl)oxy)methyl)-2-chlorophenyl)thiazol-2(3H)-ylidene)carbamate